6-Bromo-3-ethylsulfanyl-5-fluoro-7,9-dihydrofuro[3,4-f]quinazoline BrC=1C2=C(C=3C=NC(=NC3C1F)SCC)COC2